tert-butyl 5-(2-amino-5-methyl-1,3-thiazol-4-yl)-2,3-dihydro-1H-indole-1-carboxylate NC=1SC(=C(N1)C=1C=C2CCN(C2=CC1)C(=O)OC(C)(C)C)C